[C@@H](C)(CC)NC=1C2=C(N=C(N1)NC1=C(C=C(C=C1)P1(CCN(CC1)C1CC1)=O)OC)NC=C2C#N (R)-4-(sec-butylamino)-2-((4-(1-cyclopropyl-4-oxido-1,4-azaphosphinan-4-yl)-2-methoxyphenyl)amino)-7H-pyrrolo[2,3-d]pyrimidine-5-carbonitrile